FC(OC=1C=C(C=CC1)C1=NN(C=2C1=NC=C(C2)C(=O)O)C(C)(C(C)(C)O)C)F 3-(3-(difluoromethoxy)phenyl)-1-(3-hydroxy-2,3-dimethylbutan-2-yl)-1H-pyrazolo[4,3-b]pyridine-6-carboxylic acid